tert-butyl 4-[5-(2,6-dibenzyloxy-3-pyridyl)-1-methyl-benzimidazol-2-yl]piperazine-1-carboxylate C(C1=CC=CC=C1)OC1=NC(=CC=C1C1=CC2=C(N(C(=N2)N2CCN(CC2)C(=O)OC(C)(C)C)C)C=C1)OCC1=CC=CC=C1